(S,E)-5-(dimethylamino)-3-((3-(2-(2-(4-(dimethylamino)-N-methylbut-2-enamido)propanamido)ethyl)-5-fluorophenyl)amino)-6-ethylpyrazine-2-carboxamide CN(C=1N=C(C(=NC1CC)C(=O)N)NC1=CC(=CC(=C1)F)CCNC([C@H](C)N(C(\C=C\CN(C)C)=O)C)=O)C